C1=C(C=CC=2C3=CC=CC=C3NC12)C(=O)[O-] Carbazole-2-carboxylate